hexamethylenediamine furandicarboxylate O1C(=C(C=C1)C(=O)O)C(=O)O.NCCCCCCN